OC1=C(C=C(C=C1C)/C=C/C(=O)C1=CC2=C(S1)C=C(C=C2)SC)C (E)-3-(4-hydroxy-3,5-dimethylphenyl)-1-(6-(methylthio)benzo[b]thiophen-2-yl)prop-2-en-1-one